CC1=C(C=CC=C1C)C=1C=C2C(=NC1)N(C(N2C)=O)[C@H](CS(=O)(=O)C)C2=NC(=C(C=C2)OC)OCC (S)-6-(2,3-dimethylphenyl)-3-(1-(6-ethoxy-5-methoxypyridin-2-yl)-2-(methylsulfonyl)ethyl)-1-methyl-1H-imidazo[4,5-b]pyridin-2(3H)-one